CCC(CC)S 3-pentanethiol